ethyl 3-fluoro-5-((4-nitro-1H-pyrazol-1-yl)methyl)picolinate FC=1C(=NC=C(C1)CN1N=CC(=C1)[N+](=O)[O-])C(=O)OCC